FC(COC(C(=O)N(CC1=C(C=C(C=C1)C(C(F)(F)F)(F)F)C)C)=O)(F)F.CN(C(C(N)=O)=O)CC1=C(C=C(C=C1)C(C(F)(F)F)(F)F)C N'-Methyl-N'-[[2-methyl-4-(1,1,2,2,2-pentafluoroethyl)phenyl]methyl]oxamide 2,2,2-Trifluoroethyl-2-[methyl-[[2-methyl-4-(1,1,2,2,2-pentafluoroethyl)phenyl]methyl]amino]-2-oxo-acetate